C1(CC1)C(=O)NC1=NC=C(C(=O)NC([2H])([2H])[2H])C(=C1)NC1=CC=CC=2C=3C([C@H](N(C12)C)C)=NN(N3)C (R)-6-(cyclopropanecarboxamido)-N-(methyl-d3)-4-((2,4,5-trimethyl-4,5-dihydro-2H-[1,2,3]triazolo[4,5-c]quinolin-6-yl)amino)nicotinamide